2'-(methoxymethoxy)-2,4,5,6-tetramethyl-1,1'-biphenyl COCOC1=C(C=CC=C1)C1=C(C=C(C(=C1C)C)C)C